C(C=1C(O)=CC=CC1)(=O)OC(C=1C(O)=CC=CC1)=O salicylic acid anhydride